S1N=CC(=C1)NC1=CC=C(C(=N1)C(=O)NC1CCC12CCCC2)OC 6-(isothiazol-4-ylamino)-3-methoxy-N-spiro[3.4]octane-3-yl-pyridine-2-carboxamide